C[C@H]1[C@H]2CC[C@H]3[C@]([C@@H]2C(=O)C=C1C=C)(C[C@H]([C@H](C3(C)C)O)O)C The molecule is a diterpenoid that is 11-oxo-ent-cassa-12,15-diene carrying two additional alpha-hydroxy substituents at positions 2 and 3. It is a diterpenoid, an enone and a secondary alcohol. It derives from a hydride of an ent-cassa-12,15-diene.